5-fluoro-2-(vinyloxy)benzoic acid FC=1C=CC(=C(C(=O)O)C1)OC=C